methoxy-N-methyl-4-(7-oxaspiro[3.5]non-2-yl)-3-(trifluoromethyl)benzamide COC1=C(C(=O)NC)C=CC(=C1C(F)(F)F)C1CC2(C1)CCOCC2